OC=1C=CC=C2C=C(C=3N(C12)C=C(N3)C)C(=O)N 9-hydroxy-2-methylimidazo[1,2-a]quinoline-4-carboxamide